2-[3-(3,5-dimethylpyrazol-1-yl)piperidin-4-yl]piperidin-3-one CC1=NN(C(=C1)C)C1CNCCC1C1NCCCC1=O